2,2-bis(4-chlorophenyl)-6-cyanohexanoic acid methyl ester COC(C(CCCCC#N)(C1=CC=C(C=C1)Cl)C1=CC=C(C=C1)Cl)=O